N(=[N+]=[N-])CCOCCOCCOCCOCCOCCOCCOCCOCCOCCOCCOCCOCCC(NCC(SSCC(=O)O)(C)C)=O 46-azido-5,5-dimethyl-8-oxo-11,14,17,20,23,26,29,32,35,38,41,44-dodecaoxa-3,4-dithia-7-azahexatetracontanoic acid